3-(6-chloro-4-methoxy-1-oxoisoindolin-2-yl)piperidine-2,6-dione ClC1=CC(=C2CN(C(C2=C1)=O)C1C(NC(CC1)=O)=O)OC